CN(C)CC1=C(C=C2C(=NN(C2=C1)CC(=O)OC(C)(C)C)I)C=1C=NC(=NC1)C tert-Butyl 2-(6-((dimethylamino)methyl)-3-iodo-5-(2-methylpyrimidin-5-yl)-1H-indazol-1-yl)acetate